2-(cis-4-((5-(imidazo[1,2-a]pyrimidin-6-yl)-4-methoxypyrrolo[2,1-f][1,2,4]triazin-2-yl)amino)cyclohexyl)propan-2-ol N=1C=CN2C1N=CC(=C2)C=2C=CN1N=C(N=C(C12)OC)N[C@H]1CC[C@H](CC1)C(C)(C)O